FC(C1=CC(=NNC1=O)NCC1(COC1)N1CCN(CC1)C1=NC=C(C=N1)C(F)(F)F)(F)F 5-(trifluoromethyl)-3-[[3-[4-[5-(trifluoromethyl)pyrimidin-2-yl]piperazin-1-yl]oxetan-3-yl]methylamino]-1H-pyridazin-6-one